ClC=1C=C(C(=C(C1)O)C1=CC=C2C(=N1)N=C(O2)N([C@H]2CN(CCC2)C)CCO)C 5-Chloro-2-[2-[2-hydroxyethyl-[(3R)-1-methyl-3-piperidyl]amino]oxazolo[4,5-b]pyridin-5-yl]-3-methyl-phenol